C(CCCCCCCCCCCCCCC)(=O)OCC1=C(C(=O)O[C@@H]2[C@](O[C@H](C2)N2C3N=C(N=C(C3N=C2)N)F)(CO)C#C)C=CC=C1 (2R,3S,5R)-5-(6-amino-2-fluoro-4,5-dihydro-9H-purin-9-yl)-2-ethynyl-2-(hydroxymethyl)tetrahydrofuran-3-yl 2-((palmitoyloxy)methyl)benzoate